CN(C1CCC2(CCN(CC2)C(C)=O)CC1)C=1C2=C(N=CN1)NC=C2 1-{9-[Methyl-(7H-pyrrolo[2,3-d]pyrimidin-4-yl)-amino]-3-aza-spiro[5.5]undec-3-yl}-ethanone